C12CC(CC(CC1)N2)N (8-azabicyclo[3.2.1]oct-3-yl)amine